((1r,3r)-1-methyl-3-((5-(3-methyl-[1,2,4]triazolo[4,3-a]pyridin-6-yl)-7H-pyrrolo[2,3-d]pyrimidin-2-yl)amino)cyclobutyl)(pyrrolidin-1-yl)methanone CC1(CC(C1)NC=1N=CC2=C(N1)NC=C2C=2C=CC=1N(C2)C(=NN1)C)C(=O)N1CCCC1